COC1=C(C(=O)NCCCO)C=CC=C1 3-(2-methoxybenzoylamino)-1-propanol